2-(4-(2-(2,6-Dichlorophenyl)-3-(hydroxymethyl)imidazo[2,1-f][1,6]naphthyridin-9-yl)-1H-pyrazol-1-yl)acetonitrile ClC1=C(C(=CC=C1)Cl)C=1N=C2C=3C=C(C=NC3C=CN2C1CO)C=1C=NN(C1)CC#N